CC1(C(=O)O)CC=CC=C1 1-methyl-benzoic acid